CS(=O)(=O)C1=CC=C(C=O)C=C1 DL-p-methylsulfonylbenzaldehyde